N-[1-(aminooxymethyl)-2-(2,4-dichlorophenyl)ethyl]-7-(3-cyclopropylphenoxy)imidazo[1,2-b]pyridazine-8-carboxamide NOCC(CC1=C(C=C(C=C1)Cl)Cl)NC(=O)C=1C=2N(N=CC1OC1=CC(=CC=C1)C1CC1)C=CN2